C(C1=C(C=C(C=C1C)N1C(C=CC1=O)=O)CC)C1=C(C=C(C=C1C)N1C(C=CC1=O)=O)CC 1'-[methylenebis(2-ethyl-6-methyl-1,4-phenylene)]bis(1H-pyrrole-2,5-dione)